methyl-ethyl-2-methyl-ethyl-sodium CC(CC)([Na])CC